4-((32S,35S)-1-bromo-32-isopropyl-2,30,33-trioxo-35-(3-ureidopropyl)-6,9,12,15,18,21,24,27-octaoxa-3,31,34-triazahexatriacontan-36-amido)benzyl tert-butyl ethane-1,2-diyldicarbamate C(CNC(OC(C)(C)C)=O)NC(OCC1=CC=C(C=C1)NC([C@@H](NC([C@@H](NC(CCOCCOCCOCCOCCOCCOCCOCCOCCNC(CBr)=O)=O)C(C)C)=O)CCCNC(=O)N)=O)=O